ClC=1C(=C(CN2CCC(CC2)(C(=O)O)CC2=NC(=C(C(=C2F)C)C)NC2=NNC(=C2)C)C=CC1)F 1-(3-chloro-2-fluorobenzyl)-4-((3-fluoro-4,5-dimethyl-6-((5-meth-yl-1H-pyrazol-3-yl)amino)pyridin-2-yl)methyl)piperidine-4-carboxylic acid